2-((1H-pyrrolo[2,3-b]pyridin-5-yl)oxy)-4-(4-(8-(3-chlorophenyl)-1,2,3,4-tetrahydronaphthalen-1-yl)piperazin-1-yl)-N-((3-nitrophenyl)sulfonyl)benzamide N1C=CC=2C1=NC=C(C2)OC2=C(C(=O)NS(=O)(=O)C1=CC(=CC=C1)[N+](=O)[O-])C=CC(=C2)N2CCN(CC2)C2CCCC1=CC=CC(=C21)C2=CC(=CC=C2)Cl